C(#N)CC1CCC(CC1)N1C(=NC=2C1=C1C(=NC2)NC=C1)C(=O)NCC1(CCCCCC1)O 1-((1r,4r)-4-(cyanomethyl)cyclohexyl)-N-((1-hydroxycycloheptyl)methyl)-1,6-dihydroimidazo[4,5-d]pyrrolo[2,3-b]pyridine-2-carboxamide